N-(4-(4,4-difluorocyclohexyl)-6-(3-fluoropyridin-2-yl)pyrimidin-5-yl)-2-isopropylpyrimidine-5-carboxamide FC1(CCC(CC1)C1=NC=NC(=C1NC(=O)C=1C=NC(=NC1)C(C)C)C1=NC=CC=C1F)F